6,8-diazaspiro[3.5]nonane C1CCC12CNCNC2